alpha-[2,3-Bis[cyano(4-cyano-2,3,5,6-tetrafluorophenyl)methylene]cyclopropylidene]-2,4,6-tris(trifluoromethyl)-5-pyrimidineacetonitrile C(#N)C(=C1C(C1=C(C1=C(C(=C(C(=C1F)F)C#N)F)F)C#N)=C(C#N)C=1C(=NC(=NC1C(F)(F)F)C(F)(F)F)C(F)(F)F)C1=C(C(=C(C(=C1F)F)C#N)F)F